O(C1=CC=CC=C1)C1=CC=C(C=C1)C(=O)NCC(=O)N1CC2(OCCO2)CC1C(=O)N 7-{2-[(4-phenoxyphenyl)formamido]acetyl}-1,4-dioxa-7-azaspiro[4.4]nonane-8-carboxamide